C1(=CC=CC=C1)C1=CC=CC=2[Se]C3=C(C21)C=CC=C3 phenyldibenzoselenophen